C(C)C1=CC(=C(C=C1)NC=1N(C(C=C2CCNC(C12)=O)=O)C)F 8-((4-ethyl-2-fluorophenyl)amino)-7-methyl-3,4-dihydro-2,7-naphthyridine-1,6(2H,7H)-dione